tri(n-pentyl)cyclohexane Methyl-2-(4-bromopiperidin-1-yl)acetate COC(CN1CCC(CC1)Br)=O.C(CCCC)C1C(CCCC1)(CCCCC)CCCCC